O=C1NC(CCC1C=1C=C(C(=NC1)N1CCC(CC1)C(=O)OC(C)(C)C)C)=O tert-butyl 1-[5-(2,6-dioxopiperidin-3-yl)-3-methylpyridin-2-yl]piperidine-4-carboxylate